ethyl 3-bromo-10-cyclobutyl-12-oxo-5-oxa-2-thia-8,11-diazatricyclo[6.4.1.04,13]trideca-1(13),3-diene-9-carboxylate BrC=1SC=2C(NC(C(N3CCOC1C23)C(=O)OCC)C2CCC2)=O